pyrrolidine-1-carbonyl chloride N1(CCCC1)C(=O)Cl